S1C(=NC2=C1C=CC=C2)NC(=O)C=2N=NN(C2C(C)(C)C)C2=C(C=CC=C2)F N-(Benzo[d]thiazol-2-yl)-5-(tert-butyl)-1-(2-fluorophenyl)-1H-1,2,3-triazole-4-carboxamide